FC1CN(C1)CC1(CC1)CO (1-((3-fluoroazetidin-1-yl)methyl)cyclopropyl)methanol